(S)-9-(2-Cyclopropyl-pyridin-4-yl)-2-((R)-3-methylmorpholin-4-yl)-8-trifluoromethyl-6,7,8,9-tetrahydro-pyrimido[1,2-a]-pyrimidin-4-one C1(CC1)C1=NC=CC(=C1)N1[C@@H](CCN2C1=NC(=CC2=O)N2[C@@H](COCC2)C)C(F)(F)F